The molecule is a carbohydrate acid anion obtained by deprotonation of the carboxy group of (7R)-6-deoxy-D-manno-oct-7-ulosuronic acid; major species at pH 7.3. It is a monocarboxylic acid anion and a carbohydrate acid anion. It is a conjugate base of a (7R)-6-deoxy-D-manno-oct-7-ulosuronic acid. C1[C@H]([C@H]([C@H](O[C@]1(C(=O)[O-])O)[C@@H](C=O)O)O)O